3-((4-(5-chloro-1-((4-fluoropiperidin-4-yl)methyl)-1H-indol-7-yl)-7-fluoropyrrolo[2,1-f][1,2,4]triazin-6-yl)methyl)-1-methylpyrimidine-2,4(1H,3H)-dione hydrochloride Cl.ClC=1C=C2C=CN(C2=C(C1)C1=NC=NN2C1=CC(=C2F)CN2C(N(C=CC2=O)C)=O)CC2(CCNCC2)F